FC1=C(C=C(C=C1)C1(CN(CC1)C(=O)OCC1=CC=CC=C1)NS(=O)(=O)C1=CC(=C(C=C1)OC(F)(F)F)[N+](=O)[O-])C benzyl 3-(4-fluoro-3-methyl-phenyl)-3-[[3-nitro-4-(trifluoromethoxy)phenyl] sulfonylamino]pyrrolidine-1-carboxylate